C(C1=CC=CC=C1)C1=C(C=CC(=C1)OC)S(=O)(=O)N benzyl-4-methoxybenzenesulphonamide